((6-Chloro-4-((5-fluoro-2-methoxy-3-(1-methyl-1H-1,2,4-triazol-3-yl)phenyl)amino)pyridazine-3-carbonyl)oxy)zinc ClC1=CC(=C(N=N1)C(=O)O[Zn])NC1=C(C(=CC(=C1)F)C1=NN(C=N1)C)OC